1,2-dimethyl-5-[7-[(3S)-3-(pyrrolidin-1-ylmethyl)-3,4-dihydro-1H-isoquinoline-2-carbonyl]-1,2,3,4-tetrahydroisoquinolin-6-yl]pyrrole-3-carboxylic acid CN1C(=C(C=C1C=1C=C2CCNCC2=CC1C(=O)N1CC2=CC=CC=C2C[C@H]1CN1CCCC1)C(=O)O)C